ClC=1C=CC=C2C(=C(N(C(C12)=O)C1=CC=CC=C1)[C@H](C)NC1=C2N=CN=C2NC=N1)[2H] 8-Chloro-2-phenyl-3-[(1S)-1-(3H-purin-6-ylamino)ethyl]-1(2H)-isoquinolinone-d